NC1=NC2=C(C=C(C1)C(N(CCC)OCC)=O)C=CC(=C2)C=2C=NC(=NC2)CNC([O-])=O [[5-[2-amino-4-[ethoxy(propyl)carbamoyl]-3H-1-benzazepin-8-yl]pyrimidin-2-yl]methyl]carbamate